Methyl (S)-2-(4-(2-((4-chloro-2-fluorobenzyl)oxy)pyrimidin-4-yl)-2,5-difluorobenzyl)-1-(4,4-dimethyltetrahydrofuran-3-yl)-1H-benzo[d]imidazole-6-carboxylate ClC1=CC(=C(COC2=NC=CC(=N2)C2=CC(=C(CC3=NC4=C(N3[C@@H]3COCC3(C)C)C=C(C=C4)C(=O)OC)C=C2F)F)C=C1)F